CC(CC(C=1N=NNN1)NC=1N=CC2=CC=CC=C2C1)(C)C [3,3-dimethyl-1-(2H-tetraazol-5-yl)butyl]-3-isoquinolylamine